O[C@]1(CN(CC1)C1=C(C=C(C=C1)C(F)(F)F)NC(=O)C=1OC(=CC1)C1CCOCC1)C (R)-N-(2-(3-hydroxy-3-methylpyrrolidin-1-yl)-5-(trifluoromethyl)-phenyl)-5-(tetrahydro-2H-pyran-4-yl)furan-2-carboxamide